ClC1=C(C=CC=C1Cl)[C@@H]1N(OCC1)C1=CC(=NC=N1)NC=1C(=CC(=C(C1)NC(C=C)=O)N1C[C@@H](CC1)N(C)C)OC N-(5-((6-((R)-3-(2,3-dichlorophenyl)isoxazolidine-2-yl)pyrimidine-4-yl)amino)-2-((R)-3-(dimethylamino)-pyrrolidine-1-yl)-4-methoxyphenyl)acrylamide